[Si](C)(C)(C(C)(C)C)OCC1=C(C=C2C(=N1)C(CN2C(CCl)=O)(C)C)CC2=CC=C(C=C2)F 1-(5-(((tert-Butyldimethylsilyl)oxy)methyl)-6-(4-fluorobenzyl)-3,3-dimethyl-2,3-dihydro-1H-pyrrolo[3,2-b]pyridin-1-yl)-2-chloroethan-1-one